FC(CN1N=CC=2C1=NC(=CN2)N2C(CCC(C2)COC=2C(=NC=CC2)C(F)(F)F)C)F 1-(2,2-Difluoroethyl)-6-(2-methyl-5-(((2-(trifluoromethyl)pyridin-3-yl)oxy)methyl)piperidin-1-yl)-1H-pyrazolo[3,4-b]pyrazine